NC1=NC(=C2NC(N(C2=N1)CC1=CC=C(C=C1)OC)=O)Cl 2-Amino-6-chloro-9-(4-methoxybenzyl)-7,9-dihydro-8H-purin-8-one